NC=1C(=C(C=CC1)SC1=CN=C(C(N1)=O)N1CCC(CC1)(C)CN)Cl 6-((3-Amino-2-chlorophenyl)thio)-3-(4-(aminomethyl)-4-methylpiperidin-1-yl)pyrazin-2(1H)-on